C(C)(C)(C)OC(NC12CC(C1)(C2)N2C(=NC(=C2)I)C(C)C)=O 3-(4-iodo-2-isopropyl-1H-imidazol-1-yl)bicyclo[1.1.1]pentan-1-ylcarbamic acid tert-butyl ester